CN(C(CC)NCCO)C N,N-dimethyl-N'-(2-hydroxyethyl)propanediamine